ClC1=CN=CC(=N1)C(=O)N[C@@H](C(=O)N[C@@H]1B(OC2=C(C1)C=CC=C2C(=O)O)O)C2=CC(=C(C=C2)P(=O)(O)O)F (R)-3-((R)-2-(6-chloropyrazine-2-carboxamido)-2-(3-fluoro-4-phosphonophenyl)acetamido)-2-hydroxy-3,4-dihydro-2H-benzo[e][1,2]oxaborinine-8-carboxylic acid